ClC=1C=NN(C1C1=NC=C(C(=C1)OC1CN(C1)C(=O)N1N=CC[C@H]1C=1C=NC=C(C#N)C1)F)C (S)-5-(1-(3-((2-(4-chloro-1-methyl-1H-pyrazol-5-yl)-5-fluoropyridin-4-yl)oxy)azetidine-1-carbonyl)-4,5-dihydro-1H-pyrazol-5-yl)nicotinonitrile